tert-butyl (2R,4S)-4-((tert-butyldimethylsilyl)oxy)-2-((tosyloxy)methyl)pyrrolidine-1-carboxylate [Si](C)(C)(C(C)(C)C)O[C@H]1C[C@@H](N(C1)C(=O)OC(C)(C)C)COS(=O)(=O)C1=CC=C(C)C=C1